C[Si]1(CCC(CC1)N1C(=CC2=C1N=C(S2)C)C(=O)N)C (1,1-dimethylsilacyclohexan-4-yl)-2-methyl-4H-pyrrolo[2,3-d]thiazole-5-carboxamide